C(C)OC(=O)C1=NNC(=C1C)NC(CC(=O)OCC)=O 5-(3-ethoxy-3-oxopropanamido)-4-methyl-1H-pyrazole-3-carboxylic acid ethyl ester